1-benzyl-5-fluoro-isatin C(C1=CC=CC=C1)N1C(=O)C(=O)C2=CC(=CC=C12)F